ClC1=CC=C(C(=O)O)C=C1.ClC1=CC=C2C(=C(C(N(C2=C1)C1=CC=CC=C1)=O)NC(C)=O)NC([2H])([2H])[2H] N-(7-chloro-4-((methyl-d3)amino)-2-oxo-1-phenyl-1,2-dihydroquinolin-3-yl)acetamide (14S)-4-chlorobenzoate